(4aR,8aS)-6-[4-[(4-chlorophenyl)methyl]piperidine-1-carbonyl]-4,4a,5,7,8,8a-hexahydropyrido[4,3-b][1,4]oxazin-3-one ClC1=CC=C(C=C1)CC1CCN(CC1)C(=O)N1C[C@@H]2[C@@H](OCC(N2)=O)CC1